3-(benzyloxy)-6-bromopyridinecarboxylic acid methyl ester COC(=O)C1=NC(=CC=C1OCC1=CC=CC=C1)Br